1-allyl 5-benzyl (tert-butoxycarbonyl)-L-alanyl-D-glutamate trifluoroacetate FC(C(=O)O)(F)F.C(C)(C)(C)OC(=O)N[C@@H](C)C(=O)N[C@H](CCC(=O)OCC1=CC=CC=C1)C(=O)OCC=C